NC1=C(C(=NN1C(C)C)C1=C2C=CNC2=C(C=C1)CNC(C1=C(C=CC(=C1)F)OC)=O)C(=O)N 5-amino-3-(7-((5-fluoro-2-methoxybenzamido)methyl)-1H-indol-4-yl)-1-isopropyl-1H-pyrazole-4-carboxamide